C(CCCCC)NN1NN(CC(=C1)S)S 1-hexylamino-3,5-dimercapto-triazine